O=C1NC(CCC1N1C(C2=CC=C(C=C2C1=O)N([C@@H]1[C@@H](CCCC1)NCC(=O)O)C)=O)=O ((1R,2S)-2-((2-(2,6-Dioxopiperidin-3-yl)-1,3-dioxoisoindolin-5-yl)(methyl)amino)cyclohexyl)glycin